N-(2,2-diethoxyethyl)-7-(5-methyl-1,2,4-oxadiazol-3-yl)isoquinolin-1-amine C(C)OC(CNC1=NC=CC2=CC=C(C=C12)C1=NOC(=N1)C)OCC